Sulfanilat S(=O)(C1=CC=C(C=C1)N)(=O)[O-]